(E)-6-((tert-butoxycarbonyl)amino)-2,2-dimethyl-4-oxo-3,8-dioxa-5,7-diaza-dodec-5-en-12-oic acid C(C)(C)(C)OC(=O)N\C(=N/C(OC(C)(C)C)=O)\NOCCCC(=O)O